hydrazinyl-nitrogen N(N)[N]